methyl-((1r,5s)-6,6-dimethyl-3-(quinoline-2-carbonyl)-3-azabicyclo[3.1.0]hexane-2-carbonyl)-L-phenylalanine CN([C@@H](CC1=CC=CC=C1)C(=O)O)C(=O)C1[C@H]2C([C@H]2CN1C(=O)C1=NC2=CC=CC=C2C=C1)(C)C